C(C)(C)(C)OC(=O)N1CCN(CC1)C1=NC(=NC(=N1)C=1C=CC2=C(N=C(O2)NCC2=CC=CC=C2)C1)N1CCOCC1 4-(4-(2-(benzylamino)benzo[d]oxazol-5-yl)-6-morpholino-1,3,5-triazin-2-yl)piperazine-1-carboxylic acid tert-butyl ester